3-methyl-4-((5-(pyridin-3-yl)-1H-pyrazol-3-yl)amino)phenol CC=1C=C(C=CC1NC1=NNC(=C1)C=1C=NC=CC1)O